O=C1NC(CCC1N1C(C2=CC=C(C=C2C1=O)CN1CCC(CC1)C=1SC=CC1C)=O)=O 2-(2,6-dioxopiperidin-3-yl)-5-((4-(3-methylthiophen-2-yl)piperidin-1-yl)methyl)isoindoline-1,3-dione